(4-(3-((4H-1,2,4-triazol-4-yl)amino)-3-oxopropyl)-1-phenyl-1H-imidazol-2-yl)-3-(1H-pyrazol-4-yl)benzamide N=1N=CN(C1)NC(CCC=1N=C(N(C1)C1=CC=CC=C1)C1=C(C(=O)N)C=CC=C1C=1C=NNC1)=O